OCCS(=O)(=O)N1CCC(CC1)COC1=CN=C(C=C1C#N)CN1CC2=CC=CC=C2C1 5-((1-((2-hydroxyethyl)sulfonyl)piperidin-4-yl)methoxy)-2-(isoindolin-2-ylmethyl)isonicotinonitrile